FC=1C=C(C=C(C1)F)[C@@H]1CC[C@H]2OC3(C(N21)=O)CCN(CC3)C(=O)C3=NC=CC(=C3)C (5'S,7a'R)-5'-(3,5-difluorophenyl)-1-(4-methylpyridine-2-carbonyl)tetrahydro-3'H-spiro[piperidine-4,2'-pyrrolo[2,1-b][1,3]oxazol]-3'-one